FC=1C=C(C(=O)N)C=CC1C(F)(F)F 3-fluoro-4-(trifluoromethyl)benzamide